FC=1C=C2C(N(N=C(C2=CC1F)C(C)N(C(=O)NC1=CC=CC=C1)CC(C)C)C)=O 1-(1-(6,7-Difluoro-3-methyl-4-oxo-3,4-dihydrophthalazin-1-yl)ethyl)-1-isobutyl-3-phenylurea